NC1CCN(CC1)C1=CC(=C(C(=O)N)C=C1)C1=NC=C(C=C1)OC1=CC=CC=C1 4-(4-aminopiperidin-1-yl)-2-(5-phenoxypyridin-2-yl)benzamide